6-(1',2'-dihydrospiro[cyclopropane-1,3'-pyrrolo[2,3-b]pyridin]-5'-yl)isobenzofuran-1(3H)-one N1CC2(C=3C1=NC=C(C3)C3=CC=C1COC(C1=C3)=O)CC2